(N,N-dimethylamino)-ε-caprolactam CN(C)C1C(=O)NCCCC1